N-{2-[(4-{4-[(1S)-1-{[7-oxo-8-(propan-2-yl)-7,8-dihydropyrido[2,3-d]pyrimidin-2-yl]amino}ethyl]phenyl}tetrahydro-2H-pyran-4-yl)(trifluoroacetyl)amino]ethyl}prop-2-enamide O=C1C=CC2=C(N=C(N=C2)N[C@@H](C)C2=CC=C(C=C2)C2(CCOCC2)N(CCNC(C=C)=O)C(C(F)(F)F)=O)N1C(C)C